1-(1-phenylvinyl)-1H-1,2,3-triazole C1(=CC=CC=C1)C(=C)N1N=NC=C1